COC1=C(C=NN1C)S(=O)(=O)N1CCC(CC1)C=1C(=CC=2N(C1)N=CN2)C(F)(F)F 6-(1-((5-methoxy-1-methyl-1H-pyrazol-4-yl)sulfonyl)piperidin-4-yl)-7-(trifluoromethyl)-[1,2,4]triazolo[1,5-a]pyridine